(2S,3R,5R)-3-((E)-(2-(2-chloro-4,5-dihydroxybenzoyl)hydrazono)methyl)-3-methyl-7-oxo-4-thia-1-azabicyclo[3.2.0]Heptane-2-carboxylic acid 4,4-dioxide ClC1=C(C(=O)N\N=C\[C@]2([C@@H](N3C(C[C@H]3S2(=O)=O)=O)C(=O)O)C)C=C(C(=C1)O)O